2,3,5-triethylpiperazine C(C)C1NCC(NC1CC)CC